3-(3-chloropropyl)-4-carbonyl-pyrrolidine-1-carboxylic acid benzyl ester C(C1=CC=CC=C1)OC(=O)N1CC(C(C1)=C=O)CCCCl